(R)-4-(2-((4-(2,3-dichlorophenyl)piperazin-1-yl)methylene)-4-hydroxypyrrolidin-1-yl)-N,N-dimethyl-2,2-diphenylbutanamide ClC1=C(C=CC=C1Cl)N1CCN(CC1)C=C1N(C[C@@H](C1)O)CCC(C(=O)N(C)C)(C1=CC=CC=C1)C1=CC=CC=C1